BrC=1C=CC2=C(NC(=N2)CNC(=O)C2=CN(C=C2)S(=O)(=O)C)C1 N-((6-bromo-1H-benzo[d]imidazole-2-yl)methyl)-1-(methylsulfonyl)-1H-pyrrole-3-carboxamide